BrC=1C(=NC(=C(N1)Br)Cl)NC(=O)C1=NC(=CC=C1)OCC N-(3,5-dibromo-6-chloropyrazin-2-yl)-6-ethoxypyridinecarboxamide